[Br-].[Mg+2].C=CC(C)C.[Br-] isopentene magnesium bromide